C(C)(C)(C)NS(=O)(=O)N1CCCC2=C(C=CC=C12)NC([C@H](CC1=CC=CC=C1)NC(OC(C)(C)C)=O)=O (S)-tert-butyl 1-(1-(N-tert-butylsulfamoyl)-1,2,3,4-tetrahydroquinolin-5-ylamino)-1-oxo-3-phenylpropan-2-ylcarbamate